N-(4-(chlorodifluoromethoxy)phenyl)-5-((2-cyanocyclohexyl)amino)-6-((R)-3-Hydroxypyrrolidin-1-yl)nicotinamide ClC(OC1=CC=C(C=C1)NC(C1=CN=C(C(=C1)NC1C(CCCC1)C#N)N1C[C@@H](CC1)O)=O)(F)F